Tert-butyl 3-(4-{2-[(2,2-difluoroethyl)(isopropyl)carbamoyl]-4-fluorophenyl}-1-methyl-1H-indazol-6-yl)azetidine-1-carboxylate FC(CN(C(=O)C1=C(C=CC(=C1)F)C1=C2C=NN(C2=CC(=C1)C1CN(C1)C(=O)OC(C)(C)C)C)C(C)C)F